ClC=1C=C2C(CO[C@H](C2=CC1)[C@H]1O[C@H]([C@@H]([C@@H]1O)O)N1C=CC2=C1N=CN=C2C)C (2S,3S,4R,5R)-2-((1R)-6-chloro-4-methylisochroman-1-yl)-5-(4-methyl-7H-pyrrolo[2,3-d]pyrimidin-7-yl)tetrahydrofuran-3,4-diol